CC1NC(OC1)C=C(C)C 4-methyl-2-(2-methylpropan-1-enyl)oxazolidine